C(C)(C)(C)C1=CC=C(C(=N1)F)C(=O)NS(=O)(=O)C1=CC=CC(=N1)NC(CC[C@H]1CC(N(C1)C(=O)OC(C)(C)C)(C)C)CC=C tert-Butyl (4S)-4-[3-[[6-[(6-tert-butyl-2-fluoro-pyridine-3-carbonyl)sulfamoyl]-2-pyridyl]amino]hex-5-enyl]-2,2-dimethyl-pyrrolidine-1-carboxylate